[I].[IH3] λ3-iodane iodine